N-[1-[4-(4,4,5,5-tetramethyl-1,3,2-dioxaborolan-2-yl)phenyl]cyclobutyl]carbamic acid tert-butyl ester C(C)(C)(C)OC(NC1(CCC1)C1=CC=C(C=C1)B1OC(C(O1)(C)C)(C)C)=O